O[C@@H](C(=O)N1CC=2CN(CC2C1)S(=O)(=O)C1=CC=C(C=C1)C(F)(F)F)C1=CC=CC=C1 (2R)-2-hydroxy-2-phenyl-1-{5-[4-(trifluoromethyl)benzenesulfonyl]-1H,2H,3H,4H,5H,6H-pyrrolo[3,4-c]pyrrol-2-yl}ethan-1-one